C(C)(C)(C)OC(=O)N1CC(C1)C1=CC=2N(C=C1)C(=CN2)C2=CC(=C(C(=C2)OC)C(NC2CC2)=O)OC(F)F 3-[3-[4-(Cyclopropylcarbamoyl)-3-(difluoromethoxy)-5-methoxy-phenyl]imidazo[1,2-a]pyridin-7-yl]azetidine-1-carboxylic acid tert-butyl ester